CC1(C2CCC3(C(CC(C=C13)C(=O)O)(C)C)C2)C.C(C=C)(=O)OCCOCCCOCCC[SiH2]C(O[Si](C)(C)C)O[Si](C)(C)C acryloxyethoxypropyloxypropyl-bis(trimethylsiloxy)methylsilane 1,3,4,5,6,7-hexahydro-1,1,5,5-tetramethyl-2H-2,4a-methanonaphthalen-7-yl-formate